OCC(C=O)(C1=CC=CC=C1)C 3-hydroxy-2-methyl-2-phenylpropanal